hept-6-en-1-yl-magnesium bromide C(CCCCC=C)[Mg]Br